4-n-Octylbenzoylamido-propyl-dimethylammoniosulfobetaine CCCCCCCCC1=CC=C(C=C1)C(=O)NCCC[N+](C)(C)CCCS(=O)(=O)[O-]